OC=1C=C(C=CC1)N1C=2N(C3=C(C1=O)C=NC(=N3)NC3=CC=CC=C3)C=CN2 6-(3-hydroxyphenyl)-2-(phenylamino)imidazo[1,2-a]pyrimido[5,4-e]pyrimidin-5(6H)-one